pyrazole-amine N1N=C(C=C1)N